C(C1=CC=CC=C1)(=O)OCC(CC(CC)N(C)C)CC 4-dimethylamino-2-ethylhexyl benzoate